IC=1C=NN2C1C=CC(=C2)C=2N=CN(C2)CCN(C)C 2-(4-(3-iodopyrazolo[1,5-a]pyridin-6-yl)-1H-imidazol-1-yl)-N,N-dimethylethan-1-amine